C(C)(C)(C)C1=C(C(=C(C(=C1O)C(C)(C)C)C(C)(C)C)C1=CC=C(C=C1)O)C(C)(C)C tetra-tert-butyl-4,4'-biphenol